C(C1=CC=CC=C1)(=O)N(C=1C(=C(C(=O)NC2=C(C=C(C=C2C(F)(F)F)C(C(F)(F)F)(C(F)(F)F)F)Br)C=CC1)F)C 3-[benzoyl(methyl)amino]-N-[2-bromo-4-(1,1,1,2,3,3,3-heptafluoropropan-2-yl)-6-(trifluoromethyl)phenyl]-2-fluorobenzamide